(R)-2-methyl-2-(5-(3-methylmorpholino)-3-(1H-pyrazol-5-yl)isothiazolo[4,5-b]pyridin-7-yl)propanenitrile CC(C#N)(C)C1=C2C(=NC(=C1)N1[C@@H](COCC1)C)C(=NS2)C2=CC=NN2